C(CCCCCCC\C=C\C=C)=O (E)-9,11-Dodecadienal